Cl.N1(N=CC=C1)C(=O)O pyrazole-1-carboxylate hydrochloride